COC1=CC=C(CN(C2=C(C=C3C(=N2)C=C(N3)N3C(N(C(C3)=O)CC3=CC=C(C=C3)OC)=O)C)CC3=CC=C(C=C3)OC)C=C1 1-(5-(bis(4-methoxybenzyl)amino)-6-methyl-1H-pyrrolo[3,2-b]pyridin-2-yl)-3-(4-methoxybenzyl)imidazolidine-2,4-dione